C(C=C)C1CCC(CC1)C=C 1-allyl-4-vinylcyclohexane